C(C)S(=O)(=O)C1=C(SC2=C1C=CC(=C2)C(F)(F)F)N2CC=1C=NC(=CC1C2=O)C(F)(F)F 2-[3-ethylsulfonyl-6-(trifluoromethyl)benzothien-2-yl]-6-(trifluoromethyl)-3H-pyrrolo[3,4-c]pyridin-1-one